ClC=1C=C(CN2C(=NC3=C2C=C(C(=C3)F)F)N3C[C@H]([C@@H](CC3)F)N)C=CC1Cl (3r,4r)-1-(1-(3,4-dichlorobenzyl)-5,6-difluoro-1H-benzoimidazol-2-yl)-4-fluoro-3-piperidinamine